N-((2S,3S)-1-(cyclobutylcarbonyl)-2-((2-phenyl-1,3-thiazol-4-yl)methyl)pyrrolidin-3-yl)cyclopropanesulfonamide C1(CCC1)C(=O)N1[C@H]([C@H](CC1)NS(=O)(=O)C1CC1)CC=1N=C(SC1)C1=CC=CC=C1